BrCCN(C1=C(C=C(C=C1C)[N+](=O)[O-])S(=O)(=O)N1CCC(CC1)N)CCBr 1-((2-(bis(2-bromoethyl)amino)-3-methyl-5-nitrophenyl)sulfonyl)piperidin-4-amine